NC=1C=C(COC2=C(C=C(\C=C/3\C(C(=C(S3)NC3=CC=CC=C3)C(=O)OCC)=O)C=C2)O)C=CC1 ethyl (Z)-5-(4-((3-aminobenzyl)oxy)-3-hydroxybenzylidene)-4-oxo-2-(phenylamino)-4,5-dihydrothiophene-3-carboxylate